3-oxazoline O1CN=CC1